4-(1-phenyl-1H-pyrazol-4-yl)-N-propyl-N-(pyrrolidin-3-yl)thiophene-2-carboxamide C1(=CC=CC=C1)N1N=CC(=C1)C=1C=C(SC1)C(=O)N(C1CNCC1)CCC